D-α-methylserine C[C@](N)(CO)C(=O)O